ClC1=C(C=CC(=C1)F)C(CC(=O)NC1=CC(=CC=C1)OC)=O 3-(2-chloro-4-fluorophenyl)-N-(3-methoxyphenyl)-3-oxopropanamide